CS(=O)(=O)OCCC1CC2CCC(C1)N2C(=O)OC(C)(C)C 1,1-Dimethylethyl (3-endo)-3-{2-[(methylsulfonyl)oxy]ethyl}-8-azabicyclo[3.2.1]octane-8-carboxylate